6-((S)-2-((3aS,5S,6aR)-5-(2-fluorophenoxy)-3a-hydroxycyclopenta[c]pyrrol-2(1H)-yl)-1-hydroxyethyl)-3,4-dihydroquinolin-2(1H)-one FC1=C(OC2=C[C@@]3(C(CN(C3)C[C@@H](O)C=3C=C4CCC(NC4=CC3)=O)=C2)O)C=CC=C1